C(=CC)CCOCC(C)C 2-propenyl-1-(2-methylpropyl)oxyethane